N-(4-(2-2H-1,2,3-triazolyl)butyl)-3-(3-ethyl-5-(6-methoxy-3-pyridyl)-1-1H-1,2,4-triazolyl)benzamide N=1N(N=CC1)CCCCNC(C1=CC(=CC=C1)N1N=C(N=C1C=1C=NC(=CC1)OC)CC)=O